3-{([(4-methoxybenzyl)oxy]methyl)-4-methylphenyl}propanoate COC1=CC=C(COCC2=C(C=CC(=C2)C)CCC(=O)[O-])C=C1